CC1(C=CC2=C(O1)C=CC1=C2OC[C@H](C1)C1=C(C=C(C=C1)O)O)C 4-[(3R)-3,4-dihydro-8,8-dimethyl-2H,8H-benzo[1,2-b:3,4-b']dipyran-3-yl]-1,3-Benzenediol